2-fluoro-3-(trifluoromethyl)benzaldehyde FC1=C(C=O)C=CC=C1C(F)(F)F